8-acetyl-2-(4,4-dimethyl-1-piperidinyl)-6-methyl-chromen-4-one C(C)(=O)C=1C=C(C=C2C(C=C(OC12)N1CCC(CC1)(C)C)=O)C